C(#N)C1(CCC1)NC(=O)C1=CC2=C(CN(C2)C2=NOC(C2)(C(F)(F)F)C2=CC(=C(C(=C2)Cl)F)Cl)S1 N-(1-cyanocyclobutyl)-5-(5-(3,5-dichloro-4-fluorophenyl)-5-(trifluoromethyl)-4,5-dihydroisoxazol-3-yl)-5,6-dihydro-4H-thieno[2,3-c]pyrrole-2-carboxamide